N-sulfonylaminobenzo[d][1,2,3]triazin-4(3H)-one S(=O)(=O)=NN1NNC(C2=C1C=CC=C2)=O